C(=O)(O)CC(C)SSC(CC(=O)O)C 3-(1-carboxypropan-2-yldisulfanyl)butanoic acid